(S)-N-((1R)-5-bromo-2-fluoro-2,3-dihydro-1H-inden-1-yl)-2-methylpropane-2-sulfinamide BrC=1C=C2CC([C@@H](C2=CC1)N[S@@](=O)C(C)(C)C)F